ethyl 6-chloro-3-(1-((1-(2-((4-chlorophenyl)sulfonamido)ethyl)piperidin-4-yl)methyl)-1H-1,2,3-triazol-4-yl)-1H-indole-2-carboxylate ClC1=CC=C2C(=C(NC2=C1)C(=O)OCC)C=1N=NN(C1)CC1CCN(CC1)CCNS(=O)(=O)C1=CC=C(C=C1)Cl